NC[C@H](C(C)(C)S(=O)(=O)C1(CC1)CN1C(C2=C(CC1)C(=NN2C)C(=O)NCC2=CC=C(C=C2)C#N)=O)O |o1:2| (R)- or (S)-6-((1-((4-Amino-3-hydroxy-2-methylbutan-2-yl)sulfonyl)cyclopropyl)methyl)-N-(4-cyanobenzyl)-1-methyl-7-oxo-4,5,6,7-tetrahydro-1H-pyrazolo[3,4-c]pyridine-3-carboxamide